7-(5-(5-methyl-4,5,6,7-tetrahydropyrazolo[1,5-a]pyrazin-3-yl)-1H-pyrrolo[2,3-b]pyridin-3-yl)spiro[chromane-2,4'-piperidin]-4-one CN1CC=2N(CC1)N=CC2C=2C=C1C(=NC2)NC=C1C1=CC=C2C(CC3(CCNCC3)OC2=C1)=O